5-(2-chloro-5-(hydroxymethyl)pyridin-3-yl)-2-(3-methoxybenzyl)-7-((2-(methylamino)-1H-imidazol-1-yl)methyl)isoquinolin-1(2H)-one ClC1=NC=C(C=C1C1=C2C=CN(C(C2=CC(=C1)CN1C(=NC=C1)NC)=O)CC1=CC(=CC=C1)OC)CO